nitrovinyl-biphenyl [N+](=O)([O-])C=CC1=C(C=CC=C1)C1=CC=CC=C1